dichloromethane-d ClC([2H])Cl